di(2-amino-ethyl)amine NCCNCCN